N[C@@H]1CN(CC12CC2)C(=O)C2=CC1=C(N(C(=N1)C1=CC=3C=4N1CCN(C4C=CC3)CCCO)CC3CC3)C(=C2)OC (S)-(7-amino-5-azaspiro[2.4]hept-5-yl)(1-(cyclopropylmethyl)-2-(1-(3-hydroxypropyl)-2,3-dihydro-1H-pyrrolo[1,2,3-de]quinoxalin-5-yl)-7-methoxy-1H-benzo[d]imidazol-5-yl)methanone